S1C(=CC=C1)C=CC1=NC(=NC(=N1)C(Cl)(Cl)Cl)C(Cl)(Cl)Cl 2-(2-(thiophen-2-yl)vinyl)-4,6-bis(trichloromethyl)-1,3,5-triazine